1-phenyl-cyclopropylamide C1(=CC=CC=C1)C1(CC1)[NH-]